C(=O)C1=C(OCC=2C=C(C(=O)OC)C=CC2OC)C=CC=C1 methyl 3-((2-formylphenoxy)methyl)-4-methoxybenzoate